(2R,6S)-4-(4-bromopyridin-2-yl)-2,6-dimethylmorpholine BrC1=CC(=NC=C1)N1C[C@H](O[C@H](C1)C)C